((6-BROMO-2-(HYDROXYMETHYL)BENZO[B]THIOPHEN-5-YL)DIFLUOROMETHYL)PHOSPHONATE BrC=1C(=CC2=C(SC(=C2)CO)C1)C(F)(F)P([O-])([O-])=O